N[C@@H](C(=O)O)C1=NC=C(C=C1)C=O (2R)-2-AMINO-2-(5-FORMYL(2-PYRIDYL))ACETIC ACID